COC1=NC=C(C=C1NS(=O)(=O)C1=CC=NC=C1)Br N-(2-methoxy-5-bromopyridin-3-yl)pyridine-4-sulfonamide